C(C1=CC=CC=C1)[N+]1=CC=C(C=C1)C(CC[C@H]1CC(N(C1)C(=O)OC(C)(C)C)(C)C)NC(C(F)(F)F)=O tert-butyl (4S)-4-[3-(1-benzylpyridin-1-ium-4-yl)-3-[(2,2,2-trifluoroacetyl)amino]propyl]-2,2-dimethyl-pyrrolidine-1-carboxylate